tert-butyl (1S,5R)-3-[methyl-[6-[4-(2-methylthiazol-5-yl)-1,3-benzothiazol-7-yl]-1,2,4-triazin-3-yl]amino]-9-azabicyclo[3.3.1]nonane-9-carboxylate CN(C1C[C@@H]2CCC[C@H](C1)N2C(=O)OC(C)(C)C)C=2N=NC(=CN2)C2=CC=C(C=1N=CSC12)C1=CN=C(S1)C